ClC=1C=C(C=C(C1)NS(=O)(=O)C)NC(=O)C=1C=NN(C1)C1=NC=CC=C1 N-(3-chloro-5-(methylsulfonamido)phenyl)-1-(pyridin-2-yl)-1H-pyrazole-4-carboxamide